NC1=C2N=CN(C2=NC=N1)C[C@@H](C)OCP(OCCCSCCCCCCCCCCCCC1=C(C=C(C=C1F)F)F)(O)=O 3-((12-(2,4,6-trifluorophenyl)dodecyl)thio)propyl hydrogen ((((R)-1-(6-amino-9H-purin-9-yl)propan-2-yl)oxy)methyl)phosphonate